1-[5-fluoro-2-(4-methylpiperazin-1-yl)pyrimidin-4-yl]-N-(2-{imidazo[1,2-a]pyridin-3-yl}propan-2-yl)azetidine-3-carboxamide FC=1C(=NC(=NC1)N1CCN(CC1)C)N1CC(C1)C(=O)NC(C)(C)C1=CN=C2N1C=CC=C2